CC1(OC[C@H]1OC1=NN(C=C1NC=1N=CC2=C(N1)N(C(=C2)C#N)[C@H](COC)C)C([2H])([2H])[2H])C 2-((3-(((R)-2,2-dimethyl-oxetan-3-yl)oxy)-1-(methyl-d3)-1H-pyrazol-4-yl)amino)-7-((S)-1-methoxypropan-2-yl)-7H-pyrrolo[2,3-d]pyrimidine-6-carbonitrile